Methyl 2,5-dichloro-6-cyanonicotinate ClC1=C(C(=O)OC)C=C(C(=N1)C#N)Cl